3-Aminopropyl(didodecanoxymethylsilan) NCCC[SiH2]C(OCCCCCCCCCCCC)OCCCCCCCCCCCC